(3S,4S)-4-[(5S)-5H-imidazo[4,3-a]isoindol-5-yl]piperidin-3-ol C=1N=CN2C1C1=CC=CC=C1[C@@H]2[C@H]2[C@@H](CNCC2)O